CCCCCCCCCCCCCCCCCC/C=C\OC[C@H](COP(=O)([O-])OCC[N+](C)(C)C)OC(=O)CC/C=C\C/C=C\C/C=C\C/C=C\C/C=C\C/C=C\CC 1-(1Z-eicosenyl)-2-(4Z,7Z,10Z,13Z,16Z,19Z-docosahexaenoyl)-glycero-3-phosphocholine